2-[2-oxo-2-phenyl-acetoxy-ethoxy]-ethyl-oxy-phenyl-acetic acid O=C(C(=O)OCCOCCOC(C(=O)O)C1=CC=CC=C1)C1=CC=CC=C1